6-(2-cyclobutyl-7H-pyrrolo[2,3-d]pyrimidin-5-yl)-1-methyl-1H-benzo[d][1,2,3]triazole C1(CCC1)C=1N=CC2=C(N1)NC=C2C=2C=CC1=C(N(N=N1)C)C2